O[C@H]1C(O[C@@H]([C@H]([C@@H]1O)O)CO)=O (3R,4S,5S,6R)-3,4,5-trihydroxy-6-(hydroxymethyl)oxan-2-one